C(#N)C=1C=C(C=C(C1N[C@@H](CN(C)C)CCSC1CCCCC1)F)S(=O)(=O)NC(=O)C1(CCCCC1)OC (R)-N-((3-CYANO-4-((4-(CYCLOHEXYLTHIO)-1-(DIMETHYLAMINO)BUTAN-2-YL)AMINO)-5-FLUOROPHENYL)SULFONYL)-1-METHOXYCYCLOHEXANE-1-CARBOXAMIDE